C1(C=CC=2C=CC=C3SC=4C=CC=CC4N1C23)=O 1H-pyrido[3,2,1-kl]phenothiazin-1-one